germanium oxide zinc acetate C(C)(=O)[O-].[Zn+2].[Ge]=O.C(C)(=O)[O-]